Cl.C1N(CC2=CC=CC=C12)C1=NC=CC(=N1)C(N)=N 2-(isoindolin-2-yl)pyrimidine-4-carboximidamide hydrochloride